N-((5-bromo-1-isopropyl-3-methyl-1H-pyrazolo[4,3-b]pyridin-7-yl)methyl)-5-methoxypyridin-3-amine BrC1=CC(=C2C(=N1)C(=NN2C(C)C)C)CNC=2C=NC=C(C2)OC